N1C(=CC2=CC=CC=C12)C=1C=C(C=NC1N1CCCC1)S(=O)(=O)N(C)C 5-(1H-indol-2-yl)-N,N-dimethyl-6-(pyrrolidin-1-yl)pyridine-3-sulfonamide